C(C)(C)(C)OC(=O)N1CC=2C(=NC(=C(C2C1)C)C)NN 4-hydrazino-6,7-dimethyl-1,3-dihydro-pyrrolo[3,4-c]pyridine-2-carboxylic acid tert-butyl ester